1-[(3,4-difluorophenyl)methyl]-N-[(6S)-5-oxo-1,4,6,7-tetrahydropyrazolo[3,4-b][1,4]oxazepin-6-yl]imidazole-4-carboxamide FC=1C=C(C=CC1F)CN1C=NC(=C1)C(=O)N[C@@H]1C(NC2=C(OC1)NN=C2)=O